C1OCC12CC(C2)OC2=C(C=C(C(=C2)Cl)C#N)NS(=O)(=O)C=2C=C(C(=O)O)C=CC2C2CC2 3-(N-(2-((2-oxaspiro[3.3]heptan-6-yl)oxy)-4-chloro-5-cyanophenyl)sulfamoyl)-4-cyclopropylbenzoic acid